5-chloro-6-fluoro-2-Isopropoxybenzoic acid ethyl ester C(C)OC(C1=C(C=CC(=C1F)Cl)OC(C)C)=O